N(=[N+]=[N-])C(C(=O)OCC)=CC1=CC(=C(C=C1)OC)Br Ethyl 2-azido-3-(3-bromo-4-methoxyphenyl)acrylate